NC1=NC=NC(=C1O)Cl 4-amino-6-chloropyrimidine-5-ol